1-(5-Acetaminopyrimidin-2-yl)-1,2,3,6-tetrahydropyridine-4-carboxylic acid N(C(=O)C)C=1C=NC(=NC1)N1CCC(=CC1)C(=O)O